ClCC(=O)N(C(C(NCS(=O)(=O)C1=CC=C(C)C=C1)=O)C1=NC=CN=C1)C1=CC=C(C=C1)C1=CN=CO1 2-chloro-N-(4-(oxazol-5-yl)phenyl)-N-(2-oxo-1-(pyrazin-2-yl)-2-((tosylmethyl)amino)ethyl)acetamide